FC1([C@@H](CN(C1)C1COC1)NC1=NN2C(C(=N1)OC)=C(C=C2)C=2C=CC1=C(N(N=N1)[C@H](CF)C)C2)F N-((R)-4,4-difluoro-1-(oxetan-3-yl)pyrrolidin-3-yl)-5-(1-((S)-1-fluoropropan-2-yl)-1H-benzo[d][1,2,3]triazol-6-yl)-4-methoxypyrrolo[2,1-f][1,2,4]triazin-2-amine